3-{[7-(3-Chlorobenzoyl)-5,6,7,8-tetrahydroimidazo[1,5-a]pyrazin-3-yl]ethynyl}benzonitrile ClC=1C=C(C(=O)N2CC=3N(CC2)C(=NC3)C#CC=3C=C(C#N)C=CC3)C=CC1